The molecule is a diterpene alkaloid of group of neo-clerodanes isolated from the whole plants of Scutellaria barbata and has been shown to exhibit neoplastic activity. It has a role as an antineoplastic agent and a plant metabolite. It is a diterpene alkaloid, a benzoate ester, a butenolide, a pyridine alkaloid and a member of octahydronaphthalenes. C[C@@]1(C=CC[C@H]2[C@]1([C@H]([C@@H]([C@]([C@]2(C)/C=C/C3=CC(=O)OC3)(C)O)OC(=O)C4=CC=CC=C4)OC(=O)C5=CN=CC=C5)C)O